4-((3,4-dihydroisoquinoline-2(1H)-yl)methyl)benzamide C1N(CCC2=CC=CC=C12)CC1=CC=C(C(=O)N)C=C1